FC(C=1N=C2N(CCC(C2)COC2=CC=CC=N2)C1)(F)F 6-((2-(Trifluoromethyl)-5,6,7,8-tetrahydroimidazo[1,2-a]pyridin-7-yl)methoxy)pyridin